ClC1=C(C(=O)NC2=C3C=NN(C3=CC=C2)C2=CC=C(C=C2)C(F)(F)F)C=C(C=C1)CNC(CCOC)=O 2-Chloro-5-{[(3-methoxypropionyl)amino]methyl}-N-{1-[4-(trifluoromethyl)phenyl]-1H-indazol-4-yl}benzamide